OC[C@@H](CC(C)C)NC1=NC(=NC(=N1)CC(C)C1=CC(=CC=C1)C1COC1)NS(=O)(=O)C N-(4-(((R)-1-hydroxy-4-methylpent-2-yl)amino)-6-(2-(3-(oxetan-3-yl)phenyl)propyl)-1,3,5-triazin-2-yl)methanesulfonamide